N-(3-bromo-5,6-dimethylpyridin-2-yl)-6-fluoro-5-methyl-1-(tetrahydro-2H-pyran-2-yl)-1H-indazol-4-amine BrC=1C(=NC(=C(C1)C)C)NC=1C=2C=NN(C2C=C(C1C)F)C1OCCCC1